CC(C)C12CCC(O1)(C(C2)O)C exo-1-methyl-4-(1-methylethyl)-7-oxabicyclo[2.2.1]heptan-2-ol